C(C)(C)(C)[C@@H]1CC=2C=C3C(=NC2CC1)SC(=N3)C(=O)N[C@H](CC[NH+]3CCC(CC3)O)C3=CC(=CC=C3)N3C(NCC3)=O (7S)-7-tert-butyl-N-[(1R)-3-(4-hydroxypiperidin-1-ium-1-yl)-1-[3-(2-oxoimidazolidin-1-yl)phenyl]propyl]-5,6,7,8-tetrahydrothiazolo[5,4-b]quinoline-2-carboxamide